4-((4-(3-((3-methoxy-3-oxopropyl)amino)propanamido)benzyl)amino)-4-oxobutanoic acid COC(CCNCCC(=O)NC1=CC=C(CNC(CCC(=O)O)=O)C=C1)=O